((1S,3'R,4'S,5'S,6'R)-5-chloro-3',4',5'-trihydroxy-6'-methyl-3',4',5',6'-tetrahydro-3H-spiro[isobenzofuran-1,2'-pyran]-6-yl)(3-fluoro-4-(trifluoromethyl)phenyl)ketone ClC=1C=C2CO[C@]3(O[C@@H]([C@H]([C@@H]([C@H]3O)O)O)C)C2=CC1C(=O)C1=CC(=C(C=C1)C(F)(F)F)F